CC=1C=C(C=CC1C)NC(=O)C1CCC(CC1)N1C(C2=CC=CC(=C2C1)C)=O (1s,4s)-N-(3,4-Dimethylphenyl)-4-(4-methyl-1-oxoisoindolin-2-yl)cyclohexanecarboxamide